1-(4-(bis(2-hydroxyethyl)amino)-6-((3-fluorobenzyl)amino)-1,3,5-triazin-2-yl)-N-(4-bromo-3-(trifluoromethyl)phenyl)piperidine-2-carboxamide OCCN(C1=NC(=NC(=N1)NCC1=CC(=CC=C1)F)N1C(CCCC1)C(=O)NC1=CC(=C(C=C1)Br)C(F)(F)F)CCO